tert-butyl (S)-4-(7-(3-cyanophenyl)-5-(pyrrolidin-1-ylmethyl)-7H-pyrrolo[2,3-d]pyrimidin-4-yl)-3-methylpiperazine-1-carboxylate C(#N)C=1C=C(C=CC1)N1C=C(C2=C1N=CN=C2N2[C@H](CN(CC2)C(=O)OC(C)(C)C)C)CN2CCCC2